5-bromo-N-[(4R)-2-ethyl-3-oxo-isoxazolidin-4-yl]-2-[(2S)-2-(trifluoromethylsulfonylamino)propoxy]pyridine-4-carboxamide 2-(2-methyl-1,3-dioxolan-2-yl)ethyl-acetate CC1(OCCO1)CCOC(C)=O.BrC=1C(=CC(=NC1)OC[C@H](C)NS(=O)(=O)C(F)(F)F)C(=O)N[C@H]1C(N(OC1)CC)=O